(2Z)-2-hydroxyimino-3-oxo-3-phenylpropionic acid ethyl ester C(C)OC(\C(\C(C1=CC=CC=C1)=O)=N/O)=O